7-(3-(trifluoromethyl)-1H-pyrazol-4-yl)-8,9,10,11-tetrahydro-3H-imidazo[4,5-a]phenanthridine FC(C1=NNC=C1C1=NC2=CC=C3C(=C2C=2CCCCC12)N=CN3)(F)F